CC=1N=NN(C1COC=1C=C2CCN(CC2=CN1)C1COCC1)C=1C=NC(=CC1)C(F)(F)F 6-({4-Methyl-1-[6-(trifluoromethyl)pyridin-3-yl]-1H-1,2,3-triazol-5-yl}methoxy)-2-(oxolan-3-yl)-1,2,3,4-tetrahydro-2,7-naphthyridine